C(C)OC(=O)C1=CC2=C(N(C(=N2)NC=2OC3=C(N2)C=CC(=C3)N3CCOCC3)C)C=C1 1-methyl-2-((6-morpholinylbenzo[d]oxazol-2-yl)amino)-1H-benzo[d]imidazole-5-carboxylic acid ethyl ester